4-methylpentan-2-yl (E)-but-2-enoate C(\C=C\C)(=O)OC(C)CC(C)C